O1CCCC2=CC(=CC=C12)C(=O)NC=1SC=C(C1C(=O)O)C1CC2=CC=CC=C2CC1 (chroman-6-carbonylamino)-4-tetrahydronaphthalen-2-yl-thiophene-3-carboxylic acid